4-(1-(tert-butyl)-2-(3-phenylfuran-2-yl)-1H-pyrrol-3-yl)-N,N-dimethylaniline C(C)(C)(C)N1C(=C(C=C1)C1=CC=C(N(C)C)C=C1)C=1OC=CC1C1=CC=CC=C1